2-(2-(4-cyanophenyl)acetyl)-5-fluoro-3-nitrobenzoic acid methyl ester COC(C1=C(C(=CC(=C1)F)[N+](=O)[O-])C(CC1=CC=C(C=C1)C#N)=O)=O